BrC1=CC=CC(=N1)C(CC[C@@H]1CNC(C1)(C)C)NC1=CC=CC(=N1)S(=O)(=O)NC(=O)C=1C(=NC(=CC1)C(C)(C)C)F N-[[6-[[1-(6-Bromo-2-pyridyl)-3-[(3S)-5,5-dimethylpyrrolidin-3-yl]propyl]amino]-2-pyridyl]sulfonyl]-6-tert-butyl-2-fluoro-pyridine-3-carboxamide